(3S)-3-{4-[(4-methyl-1,4-diazepan-1-yl)methyl]phenyl}-2,3-dihydro[1,4]dioxino[2,3-b]pyridine CN1CCN(CCC1)CC1=CC=C(C=C1)[C@H]1COC=2C(=NC=CC2)O1